C1(=CCCC1)C(=O)O 1-CYCLOPENTENECARBOXYLIC ACID